C1(=CC=CC=C1)C=1C(=NC=CC1)C=CC1=NC=CC=C1C1=CC=CC=C1.[Pt+2] platinum (II) [bis(phenylpyridinyl)ethene]